ClC1=CC(=C(C=C1)C1=CC=C(C=C1)C1CN(C1)C(=O)N1CC2(C1)CC(C2)C=2C=NC(=CC2)C(F)(F)F)S(=O)(=O)C [3-[4-(4-chloro-2-methylsulfonyl-phenyl)phenyl]azetidin-1-yl]-[6-[6-(trifluoromethyl)-3-pyridyl]-2-azaspiro[3.3]heptan-2-yl]methanone